6-(3-isopropyl-5-((1-isopropylazetidin-3-yl)methoxy)-1H-pyrrolo[3,2-b]pyridin-2-yl)-8-methoxy-[1,2,4]triazolo[1,5-a]pyridine C(C)(C)C1=C(NC=2C1=NC(=CC2)OCC2CN(C2)C(C)C)C=2C=C(C=1N(C2)N=CN1)OC